ClC1=NC=C2C=C(N=CC2=C1)NC(OC(C)(C)C)=O tert-butyl (7-chloro-2,6-naphthyridin-3-yl)carbamate